C(C)(C)(C)C1=C(N=C2N1N=CC(=C2C(C)C)C(=O)O)C 3-tert-butyl-8-isopropyl-2-methylimidazo[1,2-b]pyridazine-7-carboxylic acid